(±)-trans-4-phenyl-3-(1-methylisoquinolin-5-ylcarbamoyl)pyrrolidine-1-carboxylic acid tert-butyl ester C(C)(C)(C)OC(=O)N1C[C@H]([C@@H](C1)C1=CC=CC=C1)C(NC1=C2C=CN=C(C2=CC=C1)C)=O |r|